(3R)-3-(4-Chlorophenyl)-2-[(1S)-1-(4-chlorophenyl)ethyl]-6-(2-hydroxy-1-methoxypropan-2-yl)-3-{[1-(hydroxymethyl)cyclopropyl]methoxy}-2,3-dihydro-1H-isoindol-1-on ClC1=CC=C(C=C1)[C@@]1(N(C(C2=CC(=CC=C12)C(COC)(C)O)=O)[C@@H](C)C1=CC=C(C=C1)Cl)OCC1(CC1)CO